The molecule is an alkane that is dodecane substituted by methyl groups at positions 2, 7 and 10. It has a role as a human metabolite. It derives from a hydride of a dodecane. CCC(C)CCC(C)CCCCC(C)C